OC=1C=C(C=CC1O)[C@H]1OC2=CC(=CC(=C2C[C@H]1OC(C1=C(C(=C(C(=C1)O)O)O)F)=O)O)O.CC1(CC=C(CC1)C=1C=CC=C2C=C(C=NC12)C(=O)N[C@@H](C)C1=NC=CC=C1)C (S)-8-(4,4-dimethylcyclohex-1-en-1-yl)-N-(1-(pyridin-2-yl)ethyl)quinoline-3-carboxamide (2R,3R)-2-(3,4-dihydroxyphenyl)-5,7-dihydroxychroman-3-yl-2-fluoro-3,4,5-trihydroxybenzoate